F[B-](F)(F)F.C1(=CC=CC=C1)C1=CC=CC2=[NH+]C3=CC=CC=C3C=C12 phenylacridinium tetrafluoroborate